1-(4-morpholinophenyl)ethan-1-one O1CCN(CC1)C1=CC=C(C=C1)C(C)=O